biphenyl-2-yl-dicyclohexylphosphane C1(=C(C=CC=C1)P(C1CCCCC1)C1CCCCC1)C1=CC=CC=C1